1-((5-(2,6-dioxopiperidin-3-yl)-6-oxo-5,6-dihydro-4H-thieno[2,3-c]pyrrol-2-yl)methyl)-3-(3-hydroxy-4-methylphenyl)urea O=C1NC(CCC1N1C(C2=C(C1)C=C(S2)CNC(=O)NC2=CC(=C(C=C2)C)O)=O)=O